C(C)C(CC(=O)O)(CC)CC 3,3-diethylvaleric acid